4-(3-(2-cyanoacetamido)-6-(N-(1-methylcyclopropyl)sulfamoyl)imidazo[1,2-a]pyridin-8-yl)-N,N-dimethylpiperazine-1-carboxamide C(#N)CC(=O)NC1=CN=C2N1C=C(C=C2N2CCN(CC2)C(=O)N(C)C)S(NC2(CC2)C)(=O)=O